CN1CC(N(CC1)C(=O)OC(C)(C)C)C1=C(C=CC=C1)B1OC(C(O1)(C)C)(C)C tert-butyl 4-methyl-2-[2-(4,4,5,5-tetramethyl-1,3,2-dioxaborolan-2-yl)phenyl]piperazine-1-carboxylate